2-(adamantan-1-yl)-2-hydroxy-2-(5-methylthiophene-2-yl)-N-((bicyclo[2.2.1]heptan-2-yl)methyl)acetamide C12(CC3CC(CC(C1)C3)C2)C(C(=O)NCC2C3CCC(C2)C3)(C=3SC(=CC3)C)O